C(N)(OS(=O)(=O)N1CCN(CC1)C(NC1=NC=CN=C1C(NC1CC2=CC=CC=C2C1)=O)=O)=O ((4-((3-((2,3-dihydro-1H-inden-2-yl)carbamoyl)pyrazin-2-yl)carbamoyl)piperazin-1-yl) sulfonyl) carbamate